(N-CYCLOHEXYLAMINOPROPYL)TRIMETHOXYSILANE C1(CCCCC1)NCCC[Si](OC)(OC)OC